isopropyl 7-isopropoxy-2-(1-methyl-2-oxabicyclo[2.2.1]heptan-4-yl)imidazo[1,2-a]pyrimidine-6-carboxylate C(C)(C)OC1=NC=2N(C=C1C(=O)OC(C)C)C=C(N2)C21COC(CC2)(C1)C